C(#C)C=1C=CC(=C(C1)O)C=1N(C=2C(=NC=C(C2)N[C@H]2CN(CCC2)C)N1)C (R)-5-ethynyl-2-(1-methyl-6-((1-methylpiperidin-3-yl)amino)-1H-imidazo[4,5-b]pyridin-2-yl)phenol